6-methoxy-1-((tetrahydrofuran-3-yl)methyl)-1H-indazole-5-carboxylic acid COC1=C(C=C2C=NN(C2=C1)CC1COCC1)C(=O)O